(R)-2-((1H-pyrrolo[2,3-b]pyridin-5-yl)oxy)-4-(4-((4'-chloro-5,5-dimethyl-3,4,5,6-tetrahydro-[1,1'-biphenyl]-2-yl)methyl)-2-methylpiperazin-1-yl)benzoic acid N1C=CC=2C1=NC=C(C2)OC2=C(C(=O)O)C=CC(=C2)N2[C@@H](CN(CC2)CC2=C(CC(CC2)(C)C)C2=CC=C(C=C2)Cl)C